N[C@@H]1[C@@H](OCC12CCN(CC2)C=2N=CC(=NC2CO)SC2=CC=NC1=C2OCC2N1C(N(C2)C)=O)C 4-((5-((3S,4S)-4-amino-3-methyl-2-oxa-8-azaspiro[4.5]decan-8-yl)-6-(hydroxymethyl)pyrazin-2-yl)thio)-8-methyl-6,6a,7,8-tetrahydro-9H-imidazo[1,5-d]pyrido[3,2-b][1,4]oxazin-9-one